ClC=1C=CC(=C(C1)NCCCCC(C)NC(OCC1=CC=CC=C1)=O)C(NC1=NC(=C(C=C1)C)C1CC1)=O benzyl (6-((5-chloro-2-((6-cyclopropyl-5-methylpyridin-2-yl)carbamoyl)phenyl)amino)hexan-2-yl)carbamate